FC(C1=NC(=NC(=C1)C(F)(F)F)N1[C@H](C=2NC3=CC=C(C=C3C2CC1)Cl)C[C@H]1COCCC1)(F)F (S)-2-(4,6-bis(trifluoromethyl)pyrimidin-2-yl)-6-chloro-1-(((S)-tetrahydro-2H-pyran-3-yl)methyl)-2,3,4,9-tetrahydro-1H-pyrido[3,4-b]indole